FC(C(=O)O)(F)F.FC(C(=O)O)(F)F.CC1(NC2(CC2)CC(C1)OC1=CC=C(N=N1)C1=NC=C(C=C1O)C=1C=NNC1F)C 2-{6-[(5,5-dimethyl-4-azaspiro[2.5]oct-7-yl)oxy]pyridazin-3-yl}-5-(5-fluoro-1H-pyrazol-4-yl)pyridin-3-ol bistrifluoroacetate